FC1(CC2(C1)CC(NCC2)OC(C2=C(C=CC=C2)NC)=O)F 2,2-difluoro-7-azaspiro[3.5]nonan-6-yl-2-(methylamino)benzoate